BrC1=CC(=C(C=C1)N1N=NC(=C1)C=O)OC 1-(4-bromo-2-methoxyphenyl)-1H-1,2,3-triazole-4-formaldehyde